C(CC)C1=C(C(=CC=C1N)O)C=1C(=CC=C(C1)N)O n-propyl-4,4'-diaminobiphenol